NC[C@@H]1CNC(O1)=O (R)-5-aminomethyl-2-oxazolidinone